2-(1,2-dibromoethyl)pyrazine tert-butyl-((2R,4S,5R)-5-ethoxy-2-((S)-1-(4-fluorophenyl)-1,2,3,4-tetrahydroisoquinoline-2-carbonyl)tetrahydro-2H-pyran-4-yl)(methyl)carbamate C(C)(C)(C)OC(N(C)[C@H]1C[C@@H](OC[C@@H]1OCC)C(=O)N1[C@H](C2=CC=CC=C2CC1)C1=CC=C(C=C1)F)=O.BrC(CBr)C1=NC=CN=C1